FC1=C(C(=CC=C1)F)C1=NC(=C2N1C=CNC2=O)NC2=CC=C(C(=O)O)C=C2 4-((3-(2,6-Difluorophenyl)-8-oxo-7,8-dihydroimidazo[1,5-a]pyrazin-1-yl)amino)benzoic acid